cis-Methyl 3-((1-(dimethylcarbamoyl)-5-phenylpiperidin-3-yl)sulfonyl)benzoate CN(C(=O)N1C[C@H](C[C@H](C1)C1=CC=CC=C1)S(=O)(=O)C=1C=C(C(=O)OC)C=CC1)C